6-methylbenzo[6,7]isoindolo[2,1-a]quinoxaline CC=1C=2N(C=3C=CC=CC3N1)C=C1C=CC3=C(C12)C=CC=C3